tert-butyl methyl((6-((4bS,8aS)-4b,7,7-trimethyl-2-((4-(piperidin-1-yl)phenyl)amino)-4b,7,8,8a-tetrahydropyrano[3',4':4,5]pyrrolo[2,3-d]pyrimidin-9(5H)-yl)pyridin-2-yl)methyl)carbamate CN(C(OC(C)(C)C)=O)CC1=NC(=CC=C1)N1[C@@H]2[C@](C3=C1N=C(N=C3)NC3=CC=C(C=C3)N3CCCCC3)(COC(C2)(C)C)C